1,3-dimethyl-imidazolium bromide [Br-].CN1C=[N+](C=C1)C